C(C1=CC=CC=C1)OC[C@@H]1NC[C@@H](NC1)C (2R,5S)-2-((benzyloxy)methyl)-5-methylpiperazine